1-(2-(5-methyl-2-nitro-1H-imidazol-1-yl)ethyl)guanidine (Z)-methyl-3-cyclopropyl-5-(hydroxymethylene)-4-oxo-4,5,6,7-tetrahydro-1-benzofuran-2-carboxylate CC/1CC2=C(C(=C(O2)C(=O)O)C2CC2)C(\C1=C/O)=O.CC1=CN=C(N1CCNC(=N)N)[N+](=O)[O-]